O1C(CC1)C=O oxetane-2-carbaldehyde